C(C)N1CCCN(CCC1)CC 1,5-Diethyl-1,5-diazacyclooctan